ClC1=C(C(=O)N2C[C@@H]([C@@H](CC2)C(=O)OCC)C)C=CC(=C1C(=O)C=1N(C2=CC(=CC(=C2C1)C)C(F)(F)F)C)Cl (3R,4R)-ethyl 1-(2,4-dichloro-3-(1,4-dimethyl-6-(trifluoromethyl)-1H-indole-2-carbonyl)benzoyl)-3-methylpiperidine-4-carboxylate